(4-(4-chloroquinolin-6-yl)-3-fluorophenyl)(4-hydroxy-4-methylpiperidin-1-yl)methanone ClC1=CC=NC2=CC=C(C=C12)C1=C(C=C(C=C1)C(=O)N1CCC(CC1)(C)O)F